C(C)OC(\C=C\C1=C2CCN(CC2=CC=C1)CC1=CC=C(C=C1)OC)=O (E)-3-(2-(4-methoxybenzyl)-1,2,3,4-tetrahydroisoquinolin-5-yl)acrylic acid ethyl ester